NC(=O)C1CN(CCC1)C1=NC(=NC(=C1)N1CCC(CC1)N(C)C)NC=1SC(=C(N1)C)C(=O)OCC 2-[[4-[3-(Aminocarbonyl)-1-piperidinyl]-6-(4-dimethylamino-1-piperidinyl)-2-pyrimidinyl]amino]-4-methyl-5-thiazolecarboxylic acid, ethyl ester